OC1=CC=C2N=CC(=NC2=C1)C1CC2(C1)CCN(CC2)C(=O)OC(C)(C)C tert-butyl 2-(7-hydroxyquinoxalin-2-yl)-7-azaspiro[3.5]nonane-7-carboxylate